The molecule is an organosulfur heterocyclic compound containing a saturated four membered ring with 3 carbon atom and 1 sulfur atom. It has a role as a metabolite. C1CSC1